gamma-undecanone CCC(CCCCCCCC)=O